ferrocene-1,1'-disulfonic acid [C-]1(C=CC=C1)S(=O)(=O)O.[C-]1(C=CC=C1)S(=O)(=O)O.[Fe+2]